C(C1=CC=CC=C1)OC(=O)N1CCN(CC1)C(=O)C1CCN(CC1)CC1CN(C1)C(=O)OC(C)(C)C 4-[1-[(1-tert-Butoxycarbonyl-azetidin-3-yl)methyl]piperidine-4-carbonyl]piperazine-1-carboxylic acid benzyl ester